C(C)(C)(C)[Si](OCC1CCC(CC1)CO)(C)C ((1s,4s)-4-(((tertbutyldimethylsilyl)oxy)methyl)cyclohexyl)methanol